CC1=C(N(N=[N+]1CCCC)C)C dimethyl-1-butyl-3-methyl-1,2,3-triazolium